CN1C[C@@H](N(CC1)C1CC2(C1)CCN(CC2)C2=CC=C(C(=O)NS(=O)(=O)C1=CC(=C(C=C1)NCC1CCC(CC1)(C)O)[N+](=O)[O-])C=C2)C2=C(C=CC=C2)C 4-{2-[(2S)-4-methyl-2-(2-methylphenyl)piperazin-1-yl]-7-azaspiro[3.5]nonan-7-yl}-N-[3-nitro-4-({[(1r,4r)-4-hydroxy-4-methylcyclohexyl]methyl}amino)benzenesulfonyl]benzamide